CC1=CN=CC(=N1)C=1C=NN(C1)C(=O)OC(C)(C)C tert-butyl 4-(6-methylpyrazin-2-yl)-1H-pyrazole-1-carboxylate